(6-methyl-1-(tetrahydro-2H-pyran-2-yl)-5-(trifluoromethyl)-1H-indazol-4-yl)boronic acid CC1=C(C(=C2C=NN(C2=C1)C1OCCCC1)B(O)O)C(F)(F)F